(3-((3-aminopropyl)(3-(4-(5-(4-methylpiperazin-1-yl)-1H,1'H-[2,5'-bibenzo-[d]imidazol]-2'-yl)phenoxy)propyl)amino)-3-oxopropyl)phosphonic acid NCCCN(C(CCP(O)(O)=O)=O)CCCOC1=CC=C(C=C1)C1=NC2=C(N1)C=CC(=C2)C2=NC1=C(N2)C=CC(=C1)N1CCN(CC1)C